C(C)(C)(C)OC(=O)N1C(C[C@@H](CC1)C(=O)O)(C)C |r| Rac-1-tert-butoxycarbonyl-2,2-dimethyl-piperidine-4-carboxylic acid